CCCCC[C@H](/C=C/C=C\\C=C\\C=C\\[C@H]([C@H](CCCC(=O)O)O)O)O The molecule is a C20 hydroxy polyunsaturated fatty acid having (5S)-, (6R)- and (15R)-hydroxy groups as well as (7E)- (9E)-, (11Z)- and (13E)-double bonds. It has a role as a metabolite. It is a lipoxin, a long-chain fatty acid and a hydroxy polyunsaturated fatty acid.